4-bromo-N-(tert-butyldimethylsilyl)pyridine-2-sulfonamide BrC1=CC(=NC=C1)S(=O)(=O)N[Si](C)(C)C(C)(C)C